C1(CC1)C(C)C=1N=C(C2=C(N1)OC(=C2C(=O)N)C)NC2(CC2)C (1-cyclopropylethyl)-6-methyl-4-[(1-methylcyclopropyl)amino]furo[2,3-d]pyrimidine-5-carboxamide